3,5-diimino-1,2,4-triazole N=C1N=NC(N1)=N